4-((17-amino-3,6,9,12,15-pentaoxaheptadecyl)amino)-N-(4,5-dimethylthiazol-2-yl)-2-methylbenzamide NCCOCCOCCOCCOCCOCCNC1=CC(=C(C(=O)NC=2SC(=C(N2)C)C)C=C1)C